ClC=1C(=CC(=C(C1)NC(=O)N1C2CCC1CC=1C(=NC=C(C12)OCCCNC)F)F)C(F)(F)F N-(5-Chloro-2-fluoro-4-(trifluoromethyl)phenyl)-1-fluoro-4-(3-(methylamino)propoxy)-6,7,8,9-tetrahydro-5H-5,8-epiminocyclohepta[c]pyridine-10-carboxamide